ClC=1C=C(C=C(C1F)Cl)C1(CC(=NO1)N1CC=2C=NC(=CC2C1)C(=O)NC(C(F)(F)F)CC)C(F)(F)F 2-(5-(3,5-dichloro-4-fluorophenyl)-5-(trifluoromethyl)-4,5-dihydroisoxazol-3-yl)-N-(1,1,1-trifluorobutan-2-yl)-2,3-dihydro-1H-pyrrolo[3,4-c]pyridine-6-carboxamide